C(C)N1CN(C=C1C)C 1-ethyl-3,5-dimethylimidazole